N-(4-(((2-Amino-9H-purin-6-yl)oxy)methyl)benzyl)-4-(3,7-bis(dimethylamino)-2,8-difluoro-5,5-dimethyldibenzo[b,e]silin-10(5H)-yliden)butanamid NC1=NC(=C2N=CNC2=N1)OCC1=CC=C(CNC(CCC=C2C3=C([Si](C4=C2C=C(C(=C4)N(C)C)F)(C)C)C=C(C(=C3)F)N(C)C)=O)C=C1